3-[4-(benzimidazol-1-ylmethyl)-3-fluoro-phenyl]-5-(trifluoromethyl)-1,2,4-oxadiazole N1(C=NC2=C1C=CC=C2)CC2=C(C=C(C=C2)C2=NOC(=N2)C(F)(F)F)F